C(#N)C[C@H]1CN(CCN1)C=1C2=C(N=C(N1)OC[C@H]1N(CCC1)C(=O)OC(C)(C)C)CN(CC2)C2=CC=CC1=CC=CC(=C21)C tert-butyl (2S)-2-[[4-[(3S)-3-(cyanomethyl)piperazin-1-yl]-7-(8-methyl-1-naphthyl)-6,8-dihydro-5H-pyrido[3,4-d]pyrimidin-2-yl]oxymethyl]pyrrolidine-1-carboxylate